t-butoxyaluminum C(C)(C)(C)O[Al]